1,3,5-trisilylbenzene [SiH3]C1=CC(=CC(=C1)[SiH3])[SiH3]